tricyclohexylphosphonium tetraFluoroborate F[B-](F)(F)F.C1(CCCCC1)[PH+](C1CCCCC1)C1CCCCC1